(3S)-1-[4-({(1R)-1-[3-(difluoromethyl)-2-fluorophenyl]ethyl}amino)-2-methylpyrido[3,4-d]pyrimidin-6-yl]pyrrolidine-3-carboxamide FC(C=1C(=C(C=CC1)[C@@H](C)NC=1C2=C(N=C(N1)C)C=NC(=C2)N2C[C@H](CC2)C(=O)N)F)F